4-(6-(2-(2-aminopyridin-4-yl)oxazole-4-carboxamido)-5-ethoxy-1-methyl-1H-benzo[d]Imidazol-2-yl)-2,2-dimethylbutanoic acid methyl ester COC(C(CCC1=NC2=C(N1C)C=C(C(=C2)OCC)NC(=O)C=2N=C(OC2)C2=CC(=NC=C2)N)(C)C)=O